FC1=C(C=CC(=C1F)OCCC)C=1C(=CC=CC1F)C=O 2',3',6-trifluoro-4'-propoxy-[1,1'-biphenyl]-2-carbaldehyde